N[C@@H]([C@H](O)C)C(=O)O.N1C=NC=C1 imidazole threonine salt